NC1=C2N=C(N(C2=NC(=N1)OCCOC)CC1=CC=C(C(=O)NCCOCCOCCOCCOCCOCCOCCN=[N+]=[N-])C=C1)O 4-((6-amino-8-hydroxy-2-(2-methoxyethoxy)-9H-purin-9-yl)-methyl)-N-(20-azido-3,6,9,12,15,18-hexaoxaeicosyl)benzamide